C(C1=CC=CC=C1)C=1C=NC(=NC1)N1CCN(CC1)C=1C=NN2C1C=CC(=C2)C2=CC=NC=C2 3-(4-(5-benzyl-pyrimidin-2-yl)piperazin-1-yl)-6-(pyridin-4-yl)pyrazolo[1,5-a]pyridine